C(C)C(C(=O)[O-])CCCC.[Co+2].C(C)C(C(=O)[O-])CCCC Cobalt (II) 2-Ethylhexanoate